N-{8-(4,4-difluoropiperidinyl)-6-[(tert-butoxy)carbonylamino]-3-methyl(2-quinolinyl)}(tert-butoxy)formamide FC1(CCN(CC1)C=1C=C(C=C2C=C(C(=NC12)N(C=O)OC(C)(C)C)C)NC(=O)OC(C)(C)C)F